N-[4-[2-[[4-(dimethyl-amino)cyclohexyl]-amino]-8-isopropyl-7-oxo-pteridin-6-yl]-2-fluoro-phenyl]cyclobutanesulfonamide CN(C1CCC(CC1)NC1=NC=2N(C(C(=NC2C=N1)C1=CC(=C(C=C1)NS(=O)(=O)C1CCC1)F)=O)C(C)C)C